1,4-diazabicyclo[2.2.2]octan-1-ium bromide [Br-].[NH+]12CCN(CC1)CC2